C(C)OC=1C(=CC2=C(OCCN2C)N1)S(=O)(=O)N1CCC2(CC(CO2)NC[C@@H](COC=2C=C(C=CC2)S(=O)(=O)NC)O)CC1 3-((2S)-3-(8-(6-ethoxy-1-methyl-2,3-dihydro-1H-pyrido[2,3-b][1,4]oxazin-7-ylsulfonyl)-1-oxa-8-azaspiro[4.5]decan-3-ylamino)-2-hydroxypropoxy)-N-methylbenzenesulfonamide